C[C@@H]1CC[C@@H]2[C@]13CCC(=C)[C@H](C3)C2(C)C β-Cedrene